ClC=1C(=C(C=CC1)N1C(C2(C1)CC(C2)OC=2C=CC(=NC2C(=O)N[C@H]2CNCC2)C=2C(=NC=CC2)OCC)CC)C(F)(F)F 5-({2-[3-chloro-2-(trifluoromethyl)phenyl]-1-ethyl-2-azaspiro[3.3]heptan-6-yl}oxy)-2'-ethoxy-N-[(3R)-pyrrolidin-3-yl][2,3'-bipyridine]-6-carboxamide